CNC(=O)C=1N=NN(C1)CCCCC=1N=NC(=CC1)NC(CC1CCOCC1)=O N-methyl-1-(4-{6-[2-(oxan-4-yl)acetamido]pyridazin-3-yl}butyl)-1H-1,2,3-triazole-4-carboxamide